O1C2=C(OCC1)C=C(C=C2)C2N(CCC2)CC2=C(C=C(C=C2)C2=C(C=NC=C2)C)C 4-(4-((2-(2,3-dihydrobenzo[b][1,4]dioxin-6-yl)pyrrolidin-1-yl)methyl)-3-methylphenyl)-3-methylpyridine